3,3-dimethyl-2-phenylbutane-2-ol CC(C(C)(O)C1=CC=CC=C1)(C)C